lithium phenyl-2,4,6-trimethylbenzoyl-phosphite C1(=CC=CC=C1)P([O-])([O-])([O-])C(C1=C(C=C(C=C1C)C)C)=O.[Li+].[Li+].[Li+]